C(C)(=O)OOC1=NC(=CC(=C1[N+](=O)[O-])CC)C=C Ethyl-((3-nitro-6-vinyl-2-pyridinyl) oxy) acetate